FC=1C=C(C(NC1)=O)[C@@H]1N(CCC1)C=1C=CC=2N(N1)C(=CN2)C2=NC=CC(=N2)CO (R)-5-fluoro-3-(1-(3-(4-(hydroxymethyl)pyrimidin-2-yl)imidazo[1,2-b]pyridazin-6-yl)pyrrolidin-2-yl)pyridin-2(1H)-one